(R)-3-hydroxy-4,4-dimethyl-N-((S)-1-(3-(trifluoromethyl)phenyl)ethyl)pentanamide O[C@H](CC(=O)N[C@@H](C)C1=CC(=CC=C1)C(F)(F)F)C(C)(C)C